BrCC1=CC=C(C=C1)[Si](F)(C(C)(C)C)C(C)(C)C (4-(Bromomethyl)phenyl)di-tert-butyl-fluorosilane